FC(C[Si](OCC)(CC(F)(F)F)CC(F)(F)F)(F)F tris(trifluoroethyl)ethoxysilane